C(CCCCCCCCCCC)OC(CCSCC(C(=O)[O-])CCCCCCCCCCCCCCCCCC)=O lauryl-stearyl-3,3'-thiodipropionate